tert-Butyl (2-((8-(2,6-dioxopiperidin-3-yl)-2,2-dimethyl-7-oxo-2,3,4,7,8,9-hexahydropyrano[2,3-e]isoindol-4-yl)amino)-2-oxoethyl)carbamate O=C1NC(CCC1N1C(C2=CC=C3C(=C2C1)OC(CC3NC(CNC(OC(C)(C)C)=O)=O)(C)C)=O)=O